C(C)C1=NC(=NC(=N1)CC)NCCCCCCCC 2,4-diethyl-6-octylamino-1,3,5-triazine